2-[5-(bromomethyl)-2-(2,2-difluoroethyl)pyrazol-3-yl]-6-chloro-8-methyl-3,1-benzoxazin-4-one BrCC=1C=C(N(N1)CC(F)F)C1=NC2=C(C(O1)=O)C=C(C=C2C)Cl